1,1,3,3-tetrafluoro-1-(1,1,2,2-tetrafluoroethoxy)propane FC(CC(F)F)(OC(C(F)F)(F)F)F